OC1(CCN(CC1)C(=O)[C@H]1[C@@H](CN(CC1)CC1=NC(=CN=C1)C)C1=CC=CC=C1)CN1C=NC2=C(C1=O)C=CN2C2=CC=C(C=C2)OC 3-[[4-hydroxy-1-[(3R,4R)-1-[(6-methylpyrazin-2-yl)methyl]-3-phenyl-piperidine-4-carbonyl]-4-piperidinyl]methyl]-7-(4-methoxyphenyl)pyrrolo[2,3-d]pyrimidin-4-one